C(C)OC(=O)C=1N=CN2C1CN=C(C1=C2C=CC(=C1)C#C)C1=C(C=CC=C1)F 8-ethynyl-6-(2-fluorophenyl)-4H-benzo[f]imidazo[1,5-a][1,4]diazepin-3-carboxylic acid ethyl ester